Cl.C(C1=CC=CC=C1)NC([C@@H](C)N1C(C(CC1=O)N(C)C)=O)=O (2R)-N-Benzyl-2-(3-(dimethylamino)-2,5-dioxopyrrolidin-1-yl)propanamid hydrochlorid